methyl 2,3,4-O-tribenzyl-D-glucopyranoside C(C1=CC=CC=C1)[C@@]1(C(OC)O[C@@H]([C@H]([C@@]1(O)CC1=CC=CC=C1)OCC1=CC=CC=C1)CO)O